2-chloro-N-[(2,4-dimethoxyphenyl)methyl]-5-iodo-6-methyl-3-nitro-pyridin-4-amine ClC1=NC(=C(C(=C1[N+](=O)[O-])NCC1=C(C=C(C=C1)OC)OC)I)C